ClC\C=C/CNC=1N=CC2=C(N1)N(C(C(=C2)N2CCN(C1=C(C=CC=C21)C)C(=O)OCC2=CC=CC=C2)=O)C2CNCCC2 benzyl 4-[2-[[(Z)-4-chlorobut-2-enyl]amino]-7-oxo-8-(3-piperidyl)pyrido[2,3-d]pyrimidin-6-yl]-8-methyl-2,3-dihydroquinoxaline-1-carboxylate